CC(CCC(=C)CCCC(CCCC)CC)CCCC 2-(3-methylheptyl)-6-ethyl-1-decene